3-(((3S,5R)-5-((benzyloxy)carbonyl)pyrrolidin-3-yl)methyl)benzoic acid C(C1=CC=CC=C1)OC(=O)[C@H]1C[C@@H](CN1)CC=1C=C(C(=O)O)C=CC1